N,N-bis(2-hydroxyethyl)-4-ethyl-aniline OCCN(C1=CC=C(C=C1)CC)CCO